2-(4-fluorophenyl)-6-(trifluoromethyl)-6,7-dihydro-4H-pyrazolo[5,1-c][1,4]Oxazine FC1=CC=C(C=C1)C1=NN2C(COC(C2)C(F)(F)F)=C1